ClC=1C=C2C=C(N(C2=CC1)C)C(C(=O)N[C@@H]([C@H](O)C1=CC2=C(OCCO2)C=C1)CN1CCCC1)(F)F 2-(5-chloro-1-methyl-1H-indol-2-yl)-N-((1r,2r)-1-(2,3-dihydrobenzo[b][1,4]dioxin-6-yl)-1-hydroxy-3-(pyrrolidin-1-yl)propan-2-yl)-2,2-difluoroacetamide